bromo-5-(tert-butyl)-2-(methoxymethoxy)-[1,1'-biphenyl] BrC=1C(=C(C=C(C1)C(C)(C)C)C1=CC=CC=C1)OCOC